2-((2S)-1-Acryloyl-4-(7-(4-methylindolin-1-yl)-2-(2-morpholinoethoxy)-5,6,7,8-tetrahydroquinazolin-4-yl)piperazin-2-yl)acetonitrile C(C=C)(=O)N1[C@H](CN(CC1)C1=NC(=NC=2CC(CCC12)N1CCC2=C(C=CC=C12)C)OCCN1CCOCC1)CC#N